COC1=NC=C(C(=N1)C)C1=CC=C(C[N+]2=NOC(=C2)[NH-])C=C1 (3-(4-(2-methoxy-4-methylpyrimidin-5-yl)benzyl)-1,2,3-oxadiazol-3-ium-5-yl)amide